ClC1=CC=2C(C3=C(C(N(C3C3=CC=C(C=C3)OC)CCCN(C)C)=O)OC2C=C1)=O 7-Chloro-2-(3-(dimethylamino)propyl)-1-(4-methoxyphenyl)-1,2-dihydrochromeno[2,3-c]pyrrole-3,9-dione